tert-butyl 4-(7-(2-((tert-butoxycarbonyl)amino)benzo[d]thiazol-4-yl)-6-chloro-8-fluoro-2-(((S)-1-methylpyrrolidin-2-yl)methoxy) quinazolin-4-yl)piperazine-1-carboxylate C(C)(C)(C)OC(=O)NC=1SC2=C(N1)C(=CC=C2)C2=C(C=C1C(=NC(=NC1=C2F)OC[C@H]2N(CCC2)C)N2CCN(CC2)C(=O)OC(C)(C)C)Cl